(E)-1-(1H-indol-3-yl)-5-methyl-3-hexene-2-one N1C=C(C2=CC=CC=C12)CC(\C=C\C(C)C)=O